FC1=C(CN2[C@@H](CCC2=O)CC(=O)N[C@@H](C(C)C)C(=O)OCCC2=CC=CC=C2)C=CC=C1F Phenethyl (2-((S)-1-(2,3-difluorobenzyl)-5-oxopyrrolidin-2-yl)acetyl)-L-valinate